(R)-(7-bromo-8-chloro-4-((1-(3-(Difluoromethyl)-2-fluorophenyl)ethyl)amino)-2-methylquinazolin-6-yl)dimethylphosphine oxide BrC1=C(C=C2C(=NC(=NC2=C1Cl)C)N[C@H](C)C1=C(C(=CC=C1)C(F)F)F)P(C)(C)=O